5-(3-carbamimidoyl-4-fluorophenoxy)-6-fluoro-1H-indol C(N)(=N)C=1C=C(OC=2C=C3C=CNC3=CC2F)C=CC1F